C(C)(C)(C)C1=NC(=NO1)C(=O)NCC1=C(C=C(C=C1)C1=C(C=NC=C1)N1CC(CCC1)CN(C(C=C)=O)C)C 5-(tert-Butyl)-N-(2-methyl-4-(3-(3-((N-methylacrylamido)methyl)piperidin-1-yl)pyridin-4-yl)benzyl)-1,2,4-oxadiazole-3-carboxamide